1-[(12aR)-10-chloro-9-(2-chloro-6-hydroxyphenyl)-8-(2-methoxyethoxy)-3,4,12,12a-tetrahydro-6H-pyrazino[2,1-c][1,4]benzoxazepin-2(1H)-yl]prop-2-en-1-one ClC1=C(C(=CC=2CN3[C@@H](COC21)CN(CC3)C(C=C)=O)OCCOC)C3=C(C=CC=C3O)Cl